hydrogen thiophosphite P(S)([O-])[O-]